[(2-chlorophenyl)-diphenylmethyl] (2S)-2-(benzyloxycarbonylamino)-6-[[(2S)-2-(tert-butoxycarbonylamino)-6-(9H-fluoren-9-ylmethoxycarbonylamino)hexanoyl]amino]hexanoate C(C1=CC=CC=C1)OC(=O)N[C@H](C(=O)OC(C1=CC=CC=C1)(C1=CC=CC=C1)C1=C(C=CC=C1)Cl)CCCCNC([C@H](CCCCNC(=O)OCC1C2=CC=CC=C2C=2C=CC=CC12)NC(=O)OC(C)(C)C)=O